COC(C1=NC(=CC=C1OCC1=CC=CC=C1)C#CCCN1CCCC2=CC=CC=C12)=O 3-(benzyloxy)-6-(4-(3,4-dihydro-quinolin-1(2H)-yl)but-1-yn-1-yl)picolinic acid methyl ester